BrCCN1CCN(CC1)C(=O)OC(C)(C)C tert-butyl 4-(2-bromoethyl)piperazine-1-carboxylate